OC1=C(N=C(C2=CC(=CC=C12)OC1=CC=CC=C1)OCCOC)C(=O)NCC(=O)O (4-hydroxy-1-(2-methoxyethoxy)-7-phenoxyisoquinoline-3-carbonyl)glycine